tert-butyl (2R,6S)-4-(1-((8-ethoxy-2-methyl-[1,2,4]triazolo[1,5-a]pyrazin-6-yl)carbamoyl)-2,3-dihydro-1H-pyrrolo[2,3-b]pyridin-4-yl)-2,6-dimethylpiperazine-1-carboxylate C(C)OC=1C=2N(C=C(N1)NC(=O)N1CCC=3C1=NC=CC3N3C[C@H](N([C@H](C3)C)C(=O)OC(C)(C)C)C)N=C(N2)C